2-(cyclopropylmethyl)-N-isopropyl-N-(1-methyl-1H-pyrazol-4-yl)-1,2,3,4-tetrahydroisoquinolin-7-amine hydrochloride Cl.C1(CC1)CN1CC2=CC(=CC=C2CC1)N(C=1C=NN(C1)C)C(C)C